COCC1C(C1)C1=CNC2=NC=CC(=C21)N[C@@H]2CC[C@@H](N(C2)C(C=C)=O)C ((2S,5R)-5-((3-(2-(methoxymethyl)cyclopropyl)-1H-pyrrolo[2,3-b]pyridin-4-yl)amino)-2-methylpiperidin-1-yl)prop-2-en-1-one